2-(6-(((trans)-3-hydroxy-3-methylcyclobutyl)amino)-4-methylpyridazin-3-yl)-5-(trifluoromethoxy)phenol OC1(CC(C1)NC1=CC(=C(N=N1)C1=C(C=C(C=C1)OC(F)(F)F)O)C)C